O1CC[C@@H](C2=CC=CC=C12)NC(=O)C=1C=NC2=C(C(=CC=C2C1C1CC(C1)=O)F)C1=C(C(=CC(=C1)F)F)F N-[(4S)-3,4-dihydro-2H-chromen-4-yl]-7-fluoro-4-(3-oxocyclobutyl)-8-(2,3,5-trifluorophenyl)quinoline-3-carboxamide